ethylchromanone C(C)C1C(OC2=CC=CC=C2C1)=O